tert-Butyl 5-chloro-3-(hydroxymethyl)-6-methoxy-3,4-dihydro-1H-isoquinoline-2-carboxylate ClC1=C2CC(N(CC2=CC=C1OC)C(=O)OC(C)(C)C)CO